chromium iron silicon chromium [Cr].[Si].[Fe].[Cr]